O(C1=CC=CC=C1)C1=CC=C(C=C1)N1N=CC=2C1=NC=NC2N (4-phenoxyphenyl)-1H-pyrazolo[3,4-d]pyrimidin-4-amine